N-{2-[bis(1-methylethyl)amino]ethyl}-2-[(2-hydroxy-4,5-dimethoxybenzoyl)amino]thiazole-4-carboxamide Hydrochloride trihydrate O.O.O.Cl.CC(C)N(CCNC(=O)C=1N=C(SC1)NC(C1=C(C=C(C(=C1)OC)OC)O)=O)C(C)C